3-(3-(trifluoromethyl)phenyl)oxetane-3-amine hydrochloride Cl.FC(C=1C=C(C=CC1)C1(COC1)N)(F)F